ClC1=CC=C(C=C1)C1OC2=CC(=CC=C2C(C1)=O)OC 2-(4-Chlorophenyl)-7-methoxychroman-4-one